N1=C(C=CC=C1)C=1OC=NN1 (pyridin-2-yl)-1,3,4-oxadiazole